P(=S)(SCCCCCCCC)([O-])[O-] n-octyl dithiophosphate